CC1=C(C(=CC(=C1)C1CCCCC1)C1CCCCC1)Br 2-methyl-4,6-dicyclohexylbromobenzene